acrylic acid 3,5-dimethyl-1-adamantyl ester CC12CC3(CC(CC(C1)(C3)C)C2)OC(C=C)=O